BrC1=C(C=C(C=C1)C1N(CCC1)C(=O)OC(C)(C)C)C tert-butyl 2-(4-bromo-3-methylphenyl)pyrrolidine-1-carboxylate